CO[C@@H]1CN(CC1)[C@@H]1[C@H](CCC1)OC=1C=C2CN(C(C2=CC1)=O)C1C(NC(CC1)=O)=O 3-(5-(((1S,2S)-2-((S)-3-methoxypyrrolidin-1-yl)cyclopentyl)oxy)-1-oxoisoindolin-2-yl)piperidine-2,6-dione